BrC1=CC(=C(O[C@H](C(=O)OC(C)(C)C)C)C=C1)C1=NOCC1OCC tert-butyl (2S)-2-[4-bromo-2-(4-ethoxy-4,5-dihydroisoxazol-3-yl)phenoxy]propanoate